(S)-2-Amino-N-(4-amino-3,5-dihydroxyphenethyl)-3-hydroxypropanamide N[C@H](C(=O)NCCC1=CC(=C(C(=C1)O)N)O)CO